dimethyl-octylammonium chloride [Cl-].C[NH+](CCCCCCCC)C